C(CCCCC(=O)F)(=O)F adipyl difluoride